2-[4-(2,3-dihydro-1,4-benzodioxin-6-yl)-1,2-oxazol-5-yl]phenol O1CCOC2=C1C=CC(=C2)C=2C=NOC2C2=C(C=CC=C2)O